BrC=1C=NN2C1N=C(N=C2NCC2=CC=C(C=C2)C2=NC=CC=C2)NC[C@H]2N(C[C@@H](C2)O)C(=O)OC(C)(C)C (2S,4R)-tert-butyl 2-(((8-bromo-4-((4-(pyridin-2-yl)benzyl)amino)pyrazolo[1,5-a][1,3,5]triazin-2-yl)amino)methyl)-4-hydroxypyrrolidine-1-carboxylate